O1C(OCC1)C1CCN(CC1)C1=CC=C(C=C1)[C@H]1[C@H](CN(CC1)C1=C(C(=C(C#N)C=C1)C(F)(F)F)F)C 4-[(3R,4R)-4-{4-[4-(1,3-dioxolan-2-yl)piperidin-1-yl]phenyl}-3-methylpiperidin-1-yl]-3-fluoro-2-(trifluoromethyl)benzonitrile